CC1CN(C2=C(O1)C=CC=C2)C(=O)C=2C=NC=C(C2)Br methyl-(5-bromopyridin-3-yl)(2,3-dihydro-4H-benzo[b][1,4]-oxazin-4-yl)methanone